4,10-dimethyl-8,14-dioxa-10,19,20-triazatetracyclo[13.5.2.12,6.018,21]tricosa-1(20),2,4,6(23),15,17,21-heptaen-9-one CC=1C=C2C3=NNC4=CC=C(OCCCN(C(OCC(C1)=C2)=O)C)C=C34